BrC=1C=CC2=C(N(C(CC(=C2)C=2OC(=CN2)C)=O)CC=2C=NC(=CC2)OC)C1 8-Bromo-1-((6-methoxypyridin-3-yl)methyl)-4-(5-methyloxazol-2-yl)-1,3-dihydro-2H-benzo[b]azepin-2-one